2,2-difluoro-1-(6-(trifluoromethyl)-1H-indol-3-yl)ethane-1-ol 4,13,18-trioxo-3,14,17-trioxa-5,12-diazaeicosa-19-enyl-methacrylate O=C(OCCC=C(C(=O)OC(C(F)F)C1=CNC2=CC(=CC=C12)C(F)(F)F)C)NCCCCCCNC(OCCOC(C=C)=O)=O